ClC1=CC2=C(CCC3=C(N2CCCNC/C=C/C(=O)OCC)N=CN=C3)C=C1 Ethyl (E)-4-{[3-(9-chloro-5,6-dihydro-11H-pyrimido[4,5-b][1]-benzazepin-11-yl)propyl]amino}but-2-enoate